2-(((5-(4-Methylpiperazin-1-yl)pentanoyl)oxy)methyl)-2-((oleoyloxy)methyl)propane-1,3-diyl dioleate C(CCCCCCC\C=C/CCCCCCCC)(=O)OCC(COC(CCCCCCC\C=C/CCCCCCCC)=O)(COC(CCCCCCC\C=C/CCCCCCCC)=O)COC(CCCCN1CCN(CC1)C)=O